2,3-dimethyl-1,4-butanediamine CC(CN)C(CN)C